2-(4,4-difluoroazepan-1-yl)-N-[3-(difluoromethyl)phenyl]quinoline-3-carboxamide FC1(CCN(CCC1)C1=NC2=CC=CC=C2C=C1C(=O)NC1=CC(=CC=C1)C(F)F)F